[N+](=O)([O-])C1=CC=C(C=C1)N(CCN(C)C1=CC=C(C=C1)[N+](=O)[O-])C N,N'-bis(4-nitrophenyl)-N,N'-dimethylethylenediamine